N1(CCC1)C1=NC(=C(C(=N1)N1CCC1)Br)C 2,4-Di-(azetidin-1-yl)-5-bromo-6-methylpyrimidine